(3-FORMYL-PYRIDIN-4-YL)-CARBAMIC ACID BENZYL ESTER C(C1=CC=CC=C1)OC(NC1=C(C=NC=C1)C=O)=O